COC1=CC=C(CN(S(=O)(=O)[C@@H](COCCOC)CCC=C)CC2=CC=C(C=C2)OC)C=C1 (R)-N,N-BIS(4-METHOXYBENZYL)-1-(2-METHOXYETHOXY)HEX-5-ENE-2-SULFONAMIDE